4-(4-(4-Amino-5-(4-methoxyphenyl)-7-methyl-7H-pyrrolo[2,3-d]pyrimidin-6-yl)-1H-pyrazol-1-yl)piperidine-1-carboxylic acid NC=1C2=C(N=CN1)N(C(=C2C2=CC=C(C=C2)OC)C=2C=NN(C2)C2CCN(CC2)C(=O)O)C